6-fluoro-5-(4-fluorophenoxy)-1H-indole-2-carboxylic acid FC1=C(C=C2C=C(NC2=C1)C(=O)O)OC1=CC=C(C=C1)F